2-(4-(4-(4-chlorophenyl)-1-methyl-6-oxo-1,6-dihydropyridin-3-yl)-1H-pyrazol-1-yl)benzoic acid ClC1=CC=C(C=C1)C=1C(=CN(C(C1)=O)C)C=1C=NN(C1)C1=C(C(=O)O)C=CC=C1